2-[2-[4-(methoxymethyl)tetrahydropyran-4-yl]pyrazolo[3,4-b]pyridin-6-yl]-3-methyl-5-(trifluoromethyl)phenol COCC1(CCOCC1)N1N=C2N=C(C=CC2=C1)C1=C(C=C(C=C1C)C(F)(F)F)O